tetrahexadecyl 3,3',3'',3'''-((((6-((3-hydroxypropyl)amino)-1,3,5-triazine-2,4-diyl)bis(azanediyl))bis(propane-3,1-diyl))bis(azanetriyl))tetrapropionate OCCCNC1=NC(=NC(=N1)NCCCN(CCC(=O)OCCCCCCCCCCCCCCCC)CCC(=O)OCCCCCCCCCCCCCCCC)NCCCN(CCC(=O)OCCCCCCCCCCCCCCCC)CCC(=O)OCCCCCCCCCCCCCCCC